C(C)(C)NC(O[C@H]1C[C@H](CC1)C=1NN=C(C1)NC(CSC1=C(C(=CC=C1)O)C=O)=O)=O (1R,3S)-3-(5-{2-[(2-formyl-3-hydroxyphenyl)sulfanyl]acetamido}-2H-pyrazol-3-yl)cyclopentyl N-isopropylcarbamate